N-([1,1'-biphenyl]-4-ylmethyl)-1-(5-cyano-4-hydroxypyrimidin-2-yl)-1H-pyrazole-4-carboxamide C1(=CC=C(C=C1)CNC(=O)C=1C=NN(C1)C1=NC=C(C(=N1)O)C#N)C1=CC=CC=C1